FC1=CC=C(C=C1C1=CC=CC=C1)N 6-fluoro-(1,1'-biphenyl)-3-amine